C(CCC)[Sn](Cl)(Cl)CCCC dibutyl-(dichloro)stannane